chloro-2-((2,3-dichlorophenyl)thio)-3-ethylpyrazine ClC=1N=C(C(=NC1)SC1=C(C(=CC=C1)Cl)Cl)CC